CN(C=1C2=C(N=C(N1)N1CC(C1)OC(=O)C1=CC(=NS1)C)CC[S+]2[O-])C2CCOCC2 [1-[4-[Methyl(tetrahydropyran-4-yl)amino]-5-oxido-6,7-dihydrothieno[3,2-d]pyrimidin-5-ium-2-yl]azetidin-3-yl]-3-methylisothiazol-5-carboxylat